O=C1C[C@H]2[C@H]3CN([C@@H]([C@H]3[C@@H]1C2)C(=O)OC)C(=O)OC(C)(C)C 4-tert-butyl 3-methyl (1S,2R,3S,6R,7S)-9-oxo-4-azatricyclo[5.2.1.0^{2,6}]decane-3,4-dicarboxylate